5-[[4-(trifluoromethoxy)phenyl]methyl]-2,3-dihydro-1λ6,5-benzothiazepin-4-one FC(OC1=CC=C(C=C1)CN1C(CC[SH4]C2=C1C=CC=C2)=O)(F)F